trans-N-(4-(2-Cyclopropylthiazol-5-yl)pyridin-2-yl)-4-hydroxy-N-((4-(4-methoxy-3-methylphenyl)bicyclo[2.2.2]octan-1-yl)methyl)cyclohexanecarboxamide C1(CC1)C=1SC(=CN1)C1=CC(=NC=C1)N(C(=O)[C@@H]1CC[C@H](CC1)O)CC12CCC(CC1)(CC2)C2=CC(=C(C=C2)OC)C